4-(methoxymethyl)-1-((4-phenoxybenzoyl)glycyl)pyrrolidine-2-carboxamide hydrochloride Cl.COCC1CC(N(C1)C(CNC(C1=CC=C(C=C1)OC1=CC=CC=C1)=O)=O)C(=O)N